ClC=1C=NN(C1)C1=C(C=C(C=C1)NC(CC1=C(C=CC=C1)C(C)C)=O)S(N)(=O)=O N-[4-(4-Chloro-1H-pyrazol-1-yl)-3-sulfamoylphenyl]-2-(2-isopropylphenyl)acetamide